O[C@@H](C)C=1N(C=CN1)CC1=NOC(=C1)C1=CC=C(C=C1)C#CC=1C=CC(=NC1)CN1C(=NN=C1)C#N (S)-4-((5-((4-(3-((2-(1-hydroxyethyl)-1H-imidazol-1-yl)methyl)isoxazol-5-yl)phenyl)ethynyl)pyridin-2-yl)methyl)-4H-1,2,4-triazole-3-carbonitrile